isothiazole-4-ylboronic acid S1N=CC(=C1)B(O)O